4-(4-(2-(2,6-dioxopiperidin-3-yl)-1,3-dioxoisoindolin-5-yl)piperazine-1-carbonyl)-3-methylbenzoic acid O=C1NC(CCC1N1C(C2=CC=C(C=C2C1=O)N1CCN(CC1)C(=O)C1=C(C=C(C(=O)O)C=C1)C)=O)=O